C(C=C)(=O)N1[C@H](CN(CC1)C1=NC(=NC2=CC(=C(C=C12)C#N)C1=C(C=CC(=C1)N)F)OC[C@H]1N(CCC1)C)CC#N ((S)-4-acryloyl-3-(cyanomethyl)piperazin-1-yl)-7-(5-amino-2-fluorophenyl)-2-(((S)-1-methylpyrrolidin-2-yl)methoxy)quinazoline-6-carbonitrile